4-Methyl-2-nitrophenyl triflate O(S(=O)(=O)C(F)(F)F)C1=C(C=C(C=C1)C)[N+](=O)[O-]